CN(CCS)C N,N-dimethylcysteamine